B(=O)[O-].C1(=CC=CC=C1)[B-](C1=CC=CC=C1)(C1=CC=CC=C1)C1=CC=CC=C1.C(CCC)[N+](CCCC)(CCCC)CCCC.C(CCC)[N+](CCCC)(CCCC)CCCC tetrabutylammonium tetraphenylborate (boranate)